1-(4-(4-AMINO-1-(2-HYDROXY-2-METHYLPROPYL)-1H-PYRAZOLO[3,4-D]PYRIMIDIN-3-YL)-2-FLUOROPHENYL)-3-(3-(TERT-BUTYL)ISOXAZOL-5-YL)UREA NC1=C2C(=NC=N1)N(N=C2C2=CC(=C(C=C2)NC(=O)NC2=CC(=NO2)C(C)(C)C)F)CC(C)(C)O